methyl (6-cyanopyridin-3-yl)carbamate C(#N)C1=CC=C(C=N1)NC(OC)=O